2-(1H-Imidazol-1-yl)ethyl-6-(1-(4-fluorobenzamido)ethyl)-3,4-dihydro-1,5-naphthyridin-1(2H)-carboxylat N1(C=NC=C1)CCOC(=O)N1CCCC2=NC(=CC=C12)C(C)NC(C1=CC=C(C=C1)F)=O